rac-N-(8-(2-chloro-5-fluorophenyl)-3-(methylcarbamoyl)-6-oxo-5,6,7,8-tetrahydroimidazo[1,5-a]pyrazin-1-yl)benzo[d]isothiazole-3-carboxamide ClC1=C(C=C(C=C1)F)[C@@H]1C=2N(CC(N1)=O)C(=NC2NC(=O)C2=NSC1=C2C=CC=C1)C(NC)=O |r|